N1N=CC=C1 (E)-pyrazol